N-(2-fluoro-4-methyl-5-(7-(methylamino)-1,6-naphthyridin-3-yl)phenyl)-4-(trifluoromethyl)pyridineamide FC1=C(C=C(C(=C1)C)C=1C=NC2=CC(=NC=C2C1)NC)NC(=O)C1=NC=CC(=C1)C(F)(F)F